(2-methoxy-quinoxalin-6-yl)ethan-1-ol COC1=NC2=CC=C(C=C2N=C1)C(C)O